ClC=1C=C(C(=O)N[C@@H](C)C2=NC=NN2C2=NC=CC=N2)C=C(C1)SC(C)C 3-chloro-5-(isopropylthio)-N-{(1S)-1-[1-(pyrimidin-2-yl)-1H-1,2,4-triazol-5-yl]Ethyl}benzamide